CC(C)=CC(CCC=C(C)C)(O)C 2,4,8-trimethylnon-2,7-dien-4-ol